N-(4-((4-((5-amino-7-(butylamino)-2H-pyrazolo[4,3-d]pyrimidin-2-yl)methyl)-3,5-dimethoxybenzyl)(methyl)amino)butyl)tetradecanamide NC=1N=C(C=2C(N1)=CN(N2)CC2=C(C=C(CN(CCCCNC(CCCCCCCCCCCCC)=O)C)C=C2OC)OC)NCCCC